5-[[6-[(2-guanidinoacetyl)amino]pyridazin-3-yl]sulfonylamino]thiazole-4-carboxylic acid N(C(=N)N)CC(=O)NC1=CC=C(N=N1)S(=O)(=O)NC1=C(N=CS1)C(=O)O